O1PCOCC1 1,4-dioxaphosphorinane